tert-butyl (2-(2-(but-2-ynoyl)hydrazinyl)-2-oxoethyl)(methyl)carbamate C(C#CC)(=O)NNC(CN(C(OC(C)(C)C)=O)C)=O